(1R)-(2R)-((1R)-(4-pentynyl)-(2S)-methoxy-(2S)-methylpentyl)-(5R)-oxo-(3S)-Z-propenylpyrrolidine-1-carboxylic acid tert-butyl ester C(C)(C)(C)OC(=O)N1[C@](C(CC1)=O)(\C=C/C)[C@]([C@@H](CCC)CCCC#C)(C)OC